CC1=C2C(C3C(C=4N(C=5C=CC=CC5C4)C3(C2=CC=C1)C=1NC2=CC=CC=C2C1C)C1=CC=C(C=C1)[N+](=O)[O-])=O methyl-4b-(3-methyl-1H-indol-2-yl)-11-(4-nitrophenyl)-11,11a-dihydroindeno[2',1':4,5]pyrrolo[1,2-a]indol-12(4bH)-one